1-(3-fluorophenyl)-4-phenyl-N-((4-(trifluoromethyl)phenyl)methyl-d2)-1H-imidazol-2-amine FC=1C=C(C=CC1)N1C(=NC(=C1)C1=CC=CC=C1)NC([2H])([2H])C1=CC=C(C=C1)C(F)(F)F